FC(C=1C=C(CCl)C=CC1F)(F)F 3-trifluoromethyl-4-fluorobenzyl chloride